(R)-1-(3-(2-(1H-Pyrrolo[2,3-b]pyridin-3-yl)thiazol-4-yl)phenyl)-1-(pyridin-2-yl)ethan-1-ol N1C=C(C=2C1=NC=CC2)C=2SC=C(N2)C=2C=C(C=CC2)[C@@](C)(O)C2=NC=CC=C2